C(C)OC(=O)C1=C(N=C(N1)CC1CCN(CC1)C(=O)OC(C)(C)C)C1=CC=C(C=C1)C(=O)OCC tert-butyl 4-((5-(ethoxycarbonyl)-4-(4-(ethoxycarbonyl) phenyl)-1H-imidazol-2-yl) methyl)-piperidine-1-carboxylate